7-(piperidin-4-yloxy)-2-azaspiro[3.5]nonane-2-carboxylic acid tert-butyl ester C(C)(C)(C)OC(=O)N1CC2(C1)CCC(CC2)OC2CCNCC2